OC=1C=C(C=CC1)C=1C=C2N(CC(NC2=CC1)=O)C(C1=CC(=C(C(=C1)OC)OC)OC)=O 6-(3-hydroxyphenyl)-4-(3,4,5-trimethoxybenzoyl)-3,4-dihydroquinoxalin-2(1H)-one